5-chloro-N-(N-acetyl-4,5-dihydro-1H-imidazol-2-yl)-2,1,3-benzothiadiazol-4-amine ClC1=C(C=2C(=NSN2)C=C1)NC=1N(CCN1)C(C)=O